4-(2-(4-(2-(2-aminopyridin-3-yl)-5-phenyl-3H-imidazo[4,5-b]pyridin-3-yl)benzyl)-2,6-diazaspiro[3.4]octane-6-carbonyl)-2-hydroxybenzaldehyde NC1=NC=CC=C1C1=NC=2C(=NC(=CC2)C2=CC=CC=C2)N1C1=CC=C(CN2CC3(C2)CN(CC3)C(=O)C3=CC(=C(C=O)C=C3)O)C=C1